Thymol iodide Cetyl-myristoleate C(CCCCCCCCCCCCCCC)OC(CCCCCCC\C=C/CCCC)=O.[I-].C1=C(C)C=CC(C(C)C)=C1O